Cyclopropyl-((5S,7R)-7-hydroxy-5-(o-tolyl)-6,7-dihydro-5H-pyrrolo[1,2-b][1,2,4]triazol-2-yl)methanone C1(CC1)C(=O)C=1N=C2N(N1)[C@@H](C[C@H]2O)C2=C(C=CC=C2)C